ClC1=C(C=CC=C1)C1=C(C2=C(N=C(N=C2)SC)N(C1=O)C)O 6-(2-chlorophenyl)-5-hydroxy-8-methyl-2-(methylsulfanyl)pyrido[2,3-d]pyrimidin-7-one